isopropyl-cobalt 4-cyanophenylthiocarbonate C(#N)C1=CC=C(C=C1)OC([O-])=S.C(C)(C)[Co+]